Cl.Cl.CC1N(CCNC1)S(=O)(=O)C1=C2C=CN=CC2=CC=C1 5-(2-methylpiperazin-1-yl)sulfonyl-isoquinoline dihydrochloride